C1(=CC=CC=C1)N(C(O)=O)C12CC(C1)(C2)C(F)F.CC2=NN(C(=C2)C)C=2C=C(C=CC2)NC2=NN1C(C=CC=C1OC=1C=C(C=CC1)NC(C=C)=O)=N2 N-(3-(2-(3-(3,5-dimethyl-1H-pyrazol-1-yl)phenylamino)-[1,2,4]triazolo[1,5-a]pyridin-5-yloxy)phenyl)acrylamide phenyl-(3-(difluoromethyl)bicyclo[1.1.1]pentan-1-yl)carbamate